6-fluoro-4-oxo-N-[1,1,1-trifluoro-3-methylbutan-2-yl]-1,4-dihydro-1,8-naphthyridine-3-carboxamide FC=1C=C2C(C(=CNC2=NC1)C(=O)NC(C(F)(F)F)C(C)C)=O